4-chloro-2-ethyl-7-methoxy-quinazoline ClC1=NC(=NC2=CC(=CC=C12)OC)CC